ClC=1C(=C(C=CC1F)NC=1C2=C(N=CN1)C=CC(=N2)N2CC1(CCN1C(C=C)=O)C2)F 1-(6-(4-((3-chloro-2,4-difluorophenyl)amino)pyrido[3,2-d]pyrimidin-6-yl)-1,6-diazaspiro[3.3]heptan-1-yl)prop-2-en-1-one